tert-butyl ((1s,3r,5R,7S)-3-aminoadamantan-1-yl)carbamate NC12CC3(C[C@@H](C[C@H](C1)C3)C2)NC(OC(C)(C)C)=O